2-maleimidoacetic acid C1(C=CC(N1CC(=O)O)=O)=O